Tert-Butyl 6-[[5-(difluoromethyl)-2-(2-trimethylsilylethoxymethyl)pyrazol-3-yl]methyl]-2-azaspiro[3.3]heptane-2-carboxylate FC(C=1C=C(N(N1)COCC[Si](C)(C)C)CC1CC2(CN(C2)C(=O)OC(C)(C)C)C1)F